ClC1=CC(=C(CN2CCCC23CCN(CC3)C(=O)N3N=C(C=C3)NS(=O)(=O)C)C=C1)N1CC3C(C1)COC3 N-(1-(1-(4-Chloro-2-(tetrahydro-1H-furo[3,4-c]pyrrol-5(3H)-yl)benzyl)-1,8-diazaspiro[4.5]decane-8-carbonyl)-1H-pyrazol-3-yl)methanesulfonamide